(S)-1-((3S,4S)-4-(3-((1-(5-cyclopropylpyridin-2-yl)azetidin-3-yl)oxy)-4-methoxyphenyl)-3-((R)-1-hydroxyethyl)-3-methylpyrrolidin-1-yl)-2,3-dihydroxypropan-1-one C1(CC1)C=1C=CC(=NC1)N1CC(C1)OC=1C=C(C=CC1OC)[C@H]1[C@](CN(C1)C([C@H](CO)O)=O)(C)[C@@H](C)O